4,4'-isopropylidenedicyclohexyl isocyanate C(C)(C)(C1CCC(CC1)N=C=O)C1CCC(CC1)N=C=O